1-(1-cyclopropylpyrazol-3-yl)-2-methyl-propan-1-one C1(CC1)N1N=C(C=C1)C(C(C)C)=O